CC(CN(C1=CC(=NC2=C(N=CC=C12)C1=CC=NN1)N1CCOCC1)C)(C)C N-(2,2-dimethylpropyl)-N-methyl-2-(morpholin-4-yl)-8-(1H-pyrazol-5-yl)-1,7-naphthyridin-4-amine